C1(CCCC1)C(=O)[O-] Cyclopentanecarboxylat